C(CC(C)C)OC(C(OC)Br)=O 2-bromo-2-methoxyacetic acid isoamyl ester